(2-(4-methoxyphenyl)quinolin-4-yl)cyclohexane-1,4-diamine COC1=CC=C(C=C1)C1=NC2=CC=CC=C2C(=C1)C1(CCC(CC1)N)N